ClC(C1=NC(=NO1)C1=CC=C(C=C1)C(CSC1=CC=CC=C1)=O)(F)F 1-(4-(5-(chlorodifluoromethyl)-1,2,4-oxadiazol-3-yl)phenyl)-2-(phenylthio)ethan-1-one